(1S,5R)-3-benzyl-5-(trifluoromethyl)-3-azabicyclo[3.1.0]hexane-1-carboxylic acid hydrazide C(C1=CC=CC=C1)N1C[C@@]2(C[C@@]2(C1)C(F)(F)F)C(=O)NN